C(C)(C)(C)OC(=O)N1C[C@H]([C@@H](CC1)C1=CC=C(C=C1)OC)CSC1=CC(=CC=C1)C#N |r| (+/-)-trans-3-{[(3-cyanophenyl)thio]methyl}-4-(4-methoxyphenyl)piperidine-1-carboxylic acid tert-butyl ester